FC1=C(C=C(C=C1)N1C(=C(C2=CC(=CC=C12)O)[C@@H]1C[C@H](C1)C(=O)NS(=O)(=O)C)C(C)C)C trans-3-[1-(4-fluoro-3-methyl-phenyl)-5-hydroxy-2-isopropyl-indol-3-yl]-N-methylsulfonyl-cyclobutanecarboxamide